OCC(CO)N1C(=CC=C1C(NC(CO)CO)=O)C(=O)O 1-(1,3-dihydroxypropan-2-yl)-5-((1,3-dihydroxypropan-2-yl)carbamoyl)-1H-pyrrole-2-carboxylic acid